O=C(\C=C/C(=O)O)N1CCCCC1 (Z)-4-oxo-4-(piperidin-1-yl)but-2-enoic acid